ClC1=C(C=CC=C1)C1=C(C=CC(=C1)C#CC)S(=O)(=O)N1CCC(CC1)(C(=O)N[C@H](C)\C=C/S(=O)(=O)C)F (R,Z)-1-((2'-chloro-5-(prop-1-yn-1-yl)-[1,1'-biphenyl]-2-yl)sulfonyl)-4-fluoro-N-(4-(methylsulfonyl)but-3-en-2-yl)piperidine-4-carboxamide